CC([C@@H](C(=O)N1[C@@H](C[C@H](C1)O)C(=O)NC)N1N=NC(=C1)CN1C(=NC2=C1C=CC=C2)C)(C)C (2S,4R)-1-[(2S)-3,3-dimethyl-2-[4-[(2-methylbenzimidazol-1-yl)methyl]triazol-1-yl]butanoyl]-4-hydroxy-N-methyl-pyrrolidine-2-carboxamide